1-((2,3-dihydrobenzo[b][1,4]dioxin-2-yl)methyl)-4-(3-methyl-1-(6-methylpyridin-2-yl)-1H-pyrazol-5-yl)piperazine O1C2=C(OCC1CN1CCN(CC1)C1=CC(=NN1C1=NC(=CC=C1)C)C)C=CC=C2